FC=1C=C(C=C(C1)F)[C@@H]1CC=NN1C(=O)N1CC(C1)OC1=CC(=NC=C1F)C1=C(C=NN1C)C(=O)NCC(C)C (S)-5-(4-((1-(5-(3,5-difluorophenyl)-4,5-dihydro-1H-pyrazole-1-carbonyl)azetidin-3-yl)oxy)-5-fluoropyridin-2-yl)-N-isobutyl-1-methyl-1H-pyrazole-4-carboxamide